butyl ((3-(4-((1H-imidazol-1-yl)methyl)-2-methylphenyl)-5-isobutylthiophen-2-yl)sulfonyl)carbamate N1(C=NC=C1)CC1=CC(=C(C=C1)C1=C(SC(=C1)CC(C)C)S(=O)(=O)NC(OCCCC)=O)C